ClC1=NC=C(C(=C1F)NC(C(F)F)=O)C#N N-(2-chloro-5-cyano-3-fluoropyridin-4-yl)-2,2-difluoroacetamide